Dimethyl alpha-ketoglutarate O=C(C(=O)OC)CCC(=O)OC